10,10'-((4-phenyl-4H-1,2,4-triazole-3,5-diyl)bis(4,1-phenylene))bis(10H-phenoxazine) C1(=CC=CC=C1)N1C(=NN=C1C1=CC=C(C=C1)N1C2=CC=CC=C2OC=2C=CC=CC12)C1=CC=C(C=C1)N1C2=CC=CC=C2OC=2C=CC=CC12